6-(3-Chloro-6-(difluoromethyl)-2-fluorophenyl)-N-(1-((2-((1S,2R,5R)-2-((R)-1-hydroxyethyl)-3-azabicyclo[3.1.0]hexan-3-yl)pyrimidin-5-yl)methyl)-1H-pyrazol-4-yl)pyrazine-2-carboxamide ClC=1C(=C(C(=CC1)C(F)F)C1=CN=CC(=N1)C(=O)NC=1C=NN(C1)CC=1C=NC(=NC1)N1[C@H]([C@H]2C[C@H]2C1)[C@@H](C)O)F